CS(=O)(=O)NCCC[Si](OC)(OC)OC methylsulfonylaminopropyl-trimethoxysilane